N-Boc-N-methyl-1,3-diaminopropane hydrochlorid Cl.C(=O)(OC(C)(C)C)N(CCCN)C